1-(2-amino-6-hydroxybenzo[d]thiazol-4-yl)-2,2-dimethylpropan-1-one NC=1SC2=C(N1)C(=CC(=C2)O)C(C(C)(C)C)=O